N-(4-bromo-2-methylbenzyl)-1-(tert-butyl)-1H-pyrazole-4-carboxamide BrC1=CC(=C(CNC(=O)C=2C=NN(C2)C(C)(C)C)C=C1)C